(S)-tert-butyl 5-methyl-2-oxopiperidine-1-carboxylate C[C@H]1CCC(N(C1)C(=O)OC(C)(C)C)=O